(3R,4R) or (3S,4S)-3-[(4-fluorophenoxy)methyl]-4-methyl-2-[2-methyl-5-(pyrimidin-2-yl)-1,3-thiazole-4-carbonyl]-2-azabicyclo[3.1.1]heptane FC1=CC=C(OC[C@@H]2N(C3CC([C@H]2C)C3)C(=O)C=3N=C(SC3C3=NC=CC=N3)C)C=C1 |o1:7,12|